S(=O)(=O)(O)OC1=NC=C(C2=C(C=CC=C12)S(=O)(=O)N1C(CNCCC1)C1CC1)F 5-((2-cyclopropyl-1,4-diazepan-1-yl)sulfonyl)-4-fluoroisoquinolin-1-ol sulfate